3(R)-[3(S)-(acetyloxy)-3-(4-fluorophenyl)propyl]-4(S)-[4-(acetyloxy)phenyl]-1-(4-fluorophenyl)-2-azetidinone C(C)(=O)O[C@@H](CC[C@H]1C(N([C@@H]1C1=CC=C(C=C1)OC(C)=O)C1=CC=C(C=C1)F)=O)C1=CC=C(C=C1)F